C(OC1COCC1)(=O)Cl tetrahydrofuran-3-yl carbonochloridate